C(CCCCCCCCCCCCCCCCCCCCCCCCC)O Hexacosanol